ClC1=C(COC(=O)N[C@H](C(=O)O)CCN(CCCCC2=NC=3NCCCC3C=C2)C2CC2)C=CC=C1F (S)-2-((((2-chloro-3-fluorobenzyl)oxy)carbonyl)amino)-4-(cyclopropyl(4-(5,6,7,8-tetrahydro-1,8-naphthyridin-2-yl)butyl)amino)butanoic acid